NCCC1CNC1 3-(2-aminoethyl)azetidine